CC(CNCCNCC(CCC)C)CCC N1,N2-di-(2-methylpentyl)ethane-1,2-diamine